(2s,5r)-5-(3,5-difluorophenyl)pyrrolidine-2-carboxylic acid methyl ester COC(=O)[C@H]1N[C@H](CC1)C1=CC(=CC(=C1)F)F